2-(4,5-dichloro-6-oxopyridazin-1(6H)-yl)-N-(2-oxo-1,2,3,4-tetrahydroquinolin-6-yl)acetamide ClC=1C=NN(C(C1Cl)=O)CC(=O)NC=1C=C2CCC(NC2=CC1)=O